N-((2-chlorothiazol-5-yl)methyl)-1,1,1-triphenylmethanamine ClC=1SC(=CN1)CNC(C1=CC=CC=C1)(C1=CC=CC=C1)C1=CC=CC=C1